NC1=C(C2=C(N=C(N=C2)N(CC)CC)N1C1=C(C(=CC=C1C)OC)C)C(=O)N 6-amino-2-(diethylamino)-7-(3-methoxy-2,6-dimethylphenyl)-7H-pyrrolo[2,3-d]pyrimidine-5-carboxamide